2-(2,6-dioxo-3-piperidyl)-4-[3-[4-[[(2S)-2-methyl-4-[6-[5-(1-methylcyclopropoxy)-2H-indazol-3-yl]pyrimidin-4-yl]piperazin-1-yl]methyl]-1-piperidyl]propoxy]isoindoline-1,3-dione O=C1NC(CCC1N1C(C2=CC=CC(=C2C1=O)OCCCN1CCC(CC1)CN1[C@H](CN(CC1)C1=NC=NC(=C1)C=1NN=C2C=CC(=CC12)OC1(CC1)C)C)=O)=O